N=1C=NN2C1C=C(C=C2)N [1,2,4]triazolo[1,5-a]pyridin-7-amine